4-vinylmorpholin-3-one C(=C)N1C(COCC1)=O